(4S)-1-[1-(6-aminopyridazin-4-yl)-2-methoxy-ethyl]-4-(trifluoromethyl)imidazolidin-2-one NC1=CC(=CN=N1)C(COC)N1C(N[C@@H](C1)C(F)(F)F)=O